2-(2-Fluoro-3-methoxyphenyl)-N-[(3S)-9-fluoro-2-oxo-5-phenyl-1,3-dihydro-1,4-benzodiazepin-3-yl]pyrazolo[1,5-a]pyrimidine-3-carboxamide FC1=C(C=CC=C1OC)C1=NN2C(N=CC=C2)=C1C(=O)N[C@@H]1C(NC2=C(C(=N1)C1=CC=CC=C1)C=CC=C2F)=O